NC1=NN=C(N1C(=O)OC(C)(C)C)C=1C=NC=CC1 TERT-BUTYL 3-AMINO-5-(PYRIDIN-3-YL)-4H-1,2,4-TRIAZOLE-4-CARBOXYLATE